5-[4-Amino-2-(4-fluoroanilino)thiazole-5-carbonyl]-N-isopropyl-isoxazole-3-carboxamide NC=1N=C(SC1C(=O)C1=CC(=NO1)C(=O)NC(C)C)NC1=CC=C(C=C1)F